ClC1=CC=C(C=C1)C=1C=C(C(N(N1)C=1C=NC=CC1)=O)C(=O)NC(C)C(C(F)(F)F)O 6-(4-chlorophenyl)-3-oxo-2-(pyridin-3-yl)-N-(4,4,4-trifluoro-3-hydroxybut-2-yl)-2,3-dihydropyridazine-4-carboxamide